(1-(2,6-Diethylphenyl)-3,5,5-trimethyl-3-phenylpyrrolidin-2-ylidene)(2-isopropoxy-5-nitrobenzylidene)ruthenium(II) dichloride C(C)C1=C(C(=CC=C1)CC)N1C(C(CC1(C)C)(C1=CC=CC=C1)C)=[Ru-4](=CC1=C(C=CC(=C1)[N+](=O)[O-])OC(C)C)(Cl)Cl